1-(1-(2-(2,6-dioxopiperidin-3-yl)-1,3-dioxoisoindol-5-yl)piperidine-4-carbonyl)-N-methylpiperidine-4-carboxamide O=C1NC(CCC1N1C(C2=CC=C(C=C2C1=O)N1CCC(CC1)C(=O)N1CCC(CC1)C(=O)NC)=O)=O